C1(CC1)C=1C(=NON1)C(=O)N[C@@H](C(C1CC1)C1CC1)C=1OC2=C(N1)C=C(C=C2)CN2C(NC[C@H]2C(F)(F)F)=O 4-Cyclopropyl-N-((S)-2,2-dicyclopropyl-1-(5-(((S)-2-oxo-5-(trifluoromethyl)imidazolidin-1-yl)methyl)benzo[d]oxazol-2-yl)ethyl)-1,2,5-oxadiazole-3-carboxamide